OC1=CC(=CC(=C1[O-])[N+](=O)[O-])C(=O)C1=CC=C(C=C1)C 6-hydroxy-2-nitro-4-[(4-methylphenyl)carbonyl]phenolate